C(C)(C)(C)OC(=O)N(CCC1=NC(=CC=C1[N+](=O)[O-])OC)CC1=C(C=CC=C1F)NC1=C(C(=O)O)C=C(C(=C1)C(F)(F)F)F 2-((2-(((tert-butoxycarbonyl)(2-(6-methoxy-3-nitropyridin-2-yl)ethyl)amino)methyl)-3-fluorophenyl)amino)-5-fluoro-4-(trifluoromethyl)benzoic acid